C1CPNO1 Oxazaphospholane